FC(C(C)([C@]1(CN(CC1)C(C)(C)C=1C=NC(=CC1)C)CCC=1SC(=CC1)F)NC(OC(C)C)=O)(F)F |o1:4| isopropyl (1,1,1-trifluoro-2-((R or S)-3-(2-(5-fluorothiophen-2-yl)ethyl)-1-(2-(6-methylpyridin-3-yl)propan-2-yl)pyrrolidin-3-yl)propan-2-yl)carbamate